C1(=CC=CC=C1)C1(C=CCC2=CNC=C12)C1=CC=CC=C1 7,7-diphenyl-4H-isoindol